3-Hydroxy-2-(3-phenylprop-2-enoyl)benzoic acid OC=1C(=C(C(=O)O)C=CC1)C(C=CC1=CC=CC=C1)=O